[3-[1-(2,6-dioxo-3-piperidyl)-3-methyl-2-oxo-benzimidazol-5-yl]propoxy]propanoic acid tert-butyl ester C(C)(C)(C)OC(C(C)OCCCC1=CC2=C(N(C(N2C)=O)C2C(NC(CC2)=O)=O)C=C1)=O